Methyl 6-((4-((2-isopropyl-4-phenylthiazol-5-yl)oxy)pyridin-2-yl)amino)picolinate (Methyl 6-((4-((2-isopropyl-4-phenylthiazol-5-yl)oxy)pyridin-2-yl)amino)picolinate) CC=1C(=NC(=CC1)NC1=NC=CC(=C1)OC1=C(N=C(S1)C(C)C)C1=CC=CC=C1)C(=O)O.C(C)(C)C=1SC(=C(N1)C1=CC=CC=C1)OC1=CC(=NC=C1)NC1=CC=CC(=N1)C(=O)OC